2-(8-((2S,5R)-2,5-diethyl-4-(1-(2-ethylbenzo[d]thiazol-6-yl)ethyl)piperazin-1-yl)-5-methyl-6-oxo-5,6-dihydroimidazo[1,2-b]pyridazin-2-yl)acetonitrile C(C)[C@@H]1N(C[C@H](N(C1)C(C)C1=CC2=C(N=C(S2)CC)C=C1)CC)C=1C=2N(N(C(C1)=O)C)C=C(N2)CC#N